5-bromo-3-fluorothieno[2,3-c]pyridine-2-carboxamide BrC=1C=C2C(=CN1)SC(=C2F)C(=O)N